BrC1=C(OCC(COC2=C(C=CC=C2)Br)OC(C=C)=O)C=CC=C1.BrC1=NC=CC(=C1)CCl bromo-4-(chloromethyl)pyridine 1,3-bis(2-bromophenoxy)propan-2-yl-acrylate